platinum bismuth iridium rhodium osmium ruthenium [Ru].[Os].[Rh].[Ir].[Bi].[Pt]